FC1(CC(C1)N1N=C(C=CC1=O)C=1C=NN(C1)C1=C(C=C(C=C1)[N+](=O)[O-])N1CCC2(CC2)CC1)F 2-(3,3-difluorocyclobutyl)-6-(1-(4-nitro-2-(6-azaspiro[2.5]octan-6-yl)phenyl)-1H-pyrazol-4-yl)pyridazin-3(2H)-one